tert-butyl trans-3-ethyl-4-((3-(4-fluorobenzyl)-5-(trifluoromethyl)pyrazin-2-yl)amino)piperidine-1-carboxylate C(C)[C@@H]1CN(CC[C@H]1NC1=NC=C(N=C1CC1=CC=C(C=C1)F)C(F)(F)F)C(=O)OC(C)(C)C